2,3-difluoro-5,6,7,8-tetrahydronaphthalene-1-carboxylic acid FC1=C(C=2CCCCC2C=C1F)C(=O)O